1,2,3,4,5,7,8-naphthaleneheptacarboxylic acid C1(=C(C(=C(C=2C(=CC(=C(C12)C(=O)O)C(=O)O)C(=O)O)C(=O)O)C(=O)O)C(=O)O)C(=O)O